ClC1=C(C=C(C=C1)OC)[C@@H]1N(CCCCC1)C1=NC(=NC(=C1)C)N |r| (±)-4-(2-(2-chloro-5-methoxyphenyl)azepan-1-yl)-6-methylpyrimidin-2-amine